2,6-bis(3-aminophenoxy)benzotrifluoride NC=1C=C(OC2=C(C(=CC=C2)OC2=CC(=CC=C2)N)C(F)(F)F)C=CC1